(1S,4R,5R)-4-methyl-1-propan-2-ylbicyclo[3.1.0]hexan-3-one C[C@H]1C(C[C@@]2(C[C@H]12)C(C)C)=O